2-(3,5-diamino-4-chlorophenyl)acetic acid methyl ester COC(CC1=CC(=C(C(=C1)N)Cl)N)=O